3-(3-(methoxymethyl)-1-oxo-1,3-dihydroisobenzofuran-5-yl)urea COCC1OC(C2=CC=C(C=C12)NC(N)=O)=O